C(C)C1=C(C(=NN1C)CO)C=1C(=CC=C2C(=C(NC12)C(=O)OCC)CCCOC1=CC=CC2=CC=CC=C12)F (rac)-ethyl 7-[5-ethyl-3-(hydroxymethyl)-1-methyl-1H-pyrazol-4-yl]-6-fluoro-3-[3-(naphthalen-1-yloxy)propyl]-1H-indole-2-carboxylate